N1(N=CC=C1)CC1=C(C=C(C(=O)NS(=O)(=N)C2=C(C=CC=C2OC)OC)C=C1)OC 4-((1H-pyrazol-1-yl)methyl)-N-(2,6-dimethoxyphenylsulfonimidoyl)-3-methoxybenzamide